(1S)-(2-(difluoromethylene)tetrahydro-1H-pyrrolizin-7a(5H)-yl)methanol FC(=C1CC2(CCCN2C1)CO)F